N-(9,10-diphenyl-2-anthryl)-N,9-diphenyl-9H-carbazole-3-Amin C1(=CC=CC=C1)C=1C2=CC=CC=C2C(=C2C=CC(=CC12)N(C=1C=CC=2N(C3=CC=CC=C3C2C1)C1=CC=CC=C1)C1=CC=CC=C1)C1=CC=CC=C1